Cl.N[C@H]1[C@@H](CCCC1)C(=O)OCC1=CC(=NC(=C1)Cl)Cl (2,6-Dichloropyridin-4-yl)methyl (1R,2R)-2-aminocyclohexane-1-carboxylate hydrochloride